3-fluoro-N-(4-fluoro-3-{5-methyl-2H-pyrazolo[3,4-b]pyridin-2-yl}phenyl)azetidine FC1CN(C1)C1=CC(=C(C=C1)F)N1N=C2N=CC(=CC2=C1)C